COC=1C=C(C=CC1OC)C1=CC=NC=2N1N=C(C2)C(=O)NC2=CC(=C(C(=O)OCCCN1CCOCC1)C=C2)F 3-morpholinopropyl 4-(7-(3,4-dimethoxyphenyl)pyrazolo[1,5-a]pyrimidine-2-carboxamido)-2-fluorobenzoate